C(C1=CC=CC=C1)OC(=O)N1C(C2(COC(N2)=O)CC1)CO[C@@H]1CC[C@@H](CC1)C1=CC=CC=C1 (cis)-2-oxo-6-({[(cis)-4-phenylcyclohexyl]oxy}methyl)-3-oxa-1,7-diazaspiro[4.4]nonane-7-carboxylic acid benzyl ester